ClCCSC(C)C (2-chloroethyl)(isopropyl)sulfane